C(C)(C)(C)OC(=O)N([C@@H](CC1=CC=C(C=C1)B(O)O)C(=O)OC(C)(C)C)C(=O)OC(C)(C)C (S)-(4-(2-(bis(tert-butoxycarbonyl)amino)-3-(tert-butoxy)-3-oxopropyl)phenyl)boronic acid